N1(CCCC1)C1=C(C=CC=C1)N1N=CC=C1 [2-(pyrrolidin-1-yl)phenyl]-1H-pyrazol